N(=[N+]=[N-])[C@@H]1C[C@H](N(CC1)C(=O)OC(C)(C)C)C(=O)OC 1-(tert-butyl) 2-methyl (2S,4S)-4-azidopiperidin-1,2-dicarboxylate